C1=CC=CC=2C3=CC=CC=C3C(C12)COC(=O)N1[C@@H](C[C@H](C1)SCNC(C)=O)C(=O)O (2S,4R)-1-(((9H-fluoren-9-yl)methoxy)carbonyl)-4-((acetamidomethyl)thio)pyrrolidine-2-carboxylic acid